2-[4-(1,3-dioxo-2-isoindolyl)phenyl]butanoic acid O=C1N(C(C2=CC=CC=C12)=O)C1=CC=C(C=C1)C(C(=O)O)CC